O[C@H]1[C@H](O[C@@]2([C@@H](CCO2)NC(=O)C2=CC(=NC3=CC=C(C=C23)F)C)[C@@H]([C@H]1N1N=NC(=C1)C1=CC(=C(C(=C1)F)F)F)O)CO N-((4r,5s,7r,8r,9s,10r)-8,10-dihydroxy-7-(hydroxymethyl)-9-(4-(3,4,5-trifluorophenyl)-1H-1,2,3-triazol-1-yl)-1,6-dioxaspiro[4.5]dec-4-yl)-6-fluoro-2-methylquinoline-4-carboxamide